(R)-tert-butyl 4-((2-cyanobenzyl) (2-oxo-2-((2'-oxo-1,1',2',3-tetrahydrospiro[indene-2,3'-pyrrolo[2,3-b]pyridin]-5-yl) amino) ethyl) carbamoyl)-4-methylpiperidine-1-carboxylate C(#N)C1=C(CN(C(=O)C2(CCN(CC2)C(=O)OC(C)(C)C)C)CC(NC=2C=C3C[C@]4(C(NC5=NC=CC=C54)=O)CC3=CC2)=O)C=CC=C1